OCCCCN(CCCN(CCC(=O)[O-])CCC(=O)OCCCCCCCCCCCCCCCCCCCCCCC)CCC(OCCCCCCCCCCCCC)=C=O Tricosyl 3,3'-((3-((4-hydroxybutyl)(3-carbonyl-3-(tridecyloxy)propyl)amino)propyl)azanediyl)dipropionate